ClCC=1N(C(=CC1C(=O)OCC)C(C(=O)OCC)=O)C ethyl 2-(chloromethyl)-5-(2-ethoxy-2-oxoacetyl)-1-methyl-1H-pyrrole-3-carboxylate